FC1=C(C)C=C(C=C1F)F 2,3,5-trifluorotoluene